NC(C)C1(CCN(CC1)C=1N=C(C(=NC1CO)SC1=C(C(=NC=C1)N1CC(C1)O)Cl)C)C 1-(4-((5-(4-(1-aminoethyl)-4-methylpiperidin-1-yl)-6-(hydroxymethyl)-3-methylpyrazin-2-yl)thio)-3-chloropyridin-2-yl)azetidin-3-ol